N-(2-aminoethyl)-N-methyl-4-(7H-pyrrolo[2,3-d]pyrimidin-4-yl)-3,4-dihydro-2H-1,4-thiazine-6-carboxamide hydrochloride Cl.NCCN(C(=O)C1=CN(CCS1)C=1C2=C(N=CN1)NC=C2)C